C(CCCCCCCCCCCC)C(=O)O tridecylcarboxylic acid